1,3-diglycidyl-5-allyl-1,3,5-triazine-2,4,6(1H,3H,5H)-trione C(C1CO1)N1C(N(C(N(C1=O)CC=C)=O)CC1CO1)=O